2-[6-[3-(Difluoromethyl)-4-fluoro-phenyl]pyrazolo[4,3-b]pyridin-1-yl]-1-[3-(trifluoromethoxy)azetidin-1-yl]ethanone FC(C=1C=C(C=CC1F)C=1C=C2C(=NC1)C=NN2CC(=O)N2CC(C2)OC(F)(F)F)F